BrCCOC1=CC=C(C=C1)N=NC1=CC=C(C=C1)OCCCC 1-(4-(2-bromoethoxy)phenyl)-2-(4-butoxyphenyl)diazene